BrC1=CC=C(C=N1)N1CCC(CC1)=O 1-(6-bromopyridin-3-yl)piperidin-4-one